FC1=NN=C(C2=C(C(=C(C(=C12)F)F)F)F)C=1SC=CC1 1,5,6,7,8-pentafluoro-4-(2-thienyl)phthalazine